N(=C=S)C1=C(C=C(C=C1C)N=C=S)C 2,5-diisothiocyanato-m-xylene